C(C)C=1C(=C(C(=O)N)C=C(C1)F)SC1=CC=C2C(=CN(C2=C1)C1OCCCC1)\C=C\C=1C=NN(C1)CCCN1CCCC1 Ethyl-5-fluoro-2-[3-[(trans)-2-[1-(3-pyrrolidin-1-ylpropyl)pyrazol-4-yl]vinyl]-1-tetrahydropyran-2-ylindol-6-yl]sulfanylbenzamide